(6R,8S)-N-(5-chloro-6-(2H-1,2,3-triazol-2-yl)pyridin-3-yl)-8-(1-ethyl-1H-pyrazol-4-yl)-2-fluoro-8-methyl-7,8-dihydro-6H-cyclopenta[e]pyrazolo[1,5-a]pyrimidine-6-carboxamide ClC=1C=C(C=NC1N1N=CC=N1)NC(=O)[C@@H]1C[C@@](C2=C1C=NC=1N2N=C(C1)F)(C)C=1C=NN(C1)CC